ethyl 8-cyclopropyl-6-(2,4-dioxo-1H-pyrimidin-5-yl)imidazo-[1,2-b]pyridazine-2-carboxylate C1(CC1)C=1C=2N(N=C(C1)C=1C(NC(NC1)=O)=O)C=C(N2)C(=O)OCC